Cl.NC1=C(OC(C)O)C=C(C(=C1)N)C 2,4-diamino-5-methyl-phenoxyethanol hydrochloride